FC(CCN1N=NC2=C1C=C(C=C2)C=2C(=CN1N=C(N=C(C12)OC)N[C@H]1[C@H](CN(CC1)C1COC1)F)F)F 5-(1-(3,3-difluoropropyl)-1H-benzo[d][1,2,3]triazol-6-yl)-6-fluoro-N-((3S,4R)-3-fluoro-1-(oxetan-3-yl)piperidin-4-yl)-4-methoxypyrrolo[2,1-f][1,2,4]triazin-2-amine